methyl 1-[2-chloro-4-[[5-[6-(dimethylamino)-2,5-difluoro-3-pyridyl]-1-methyl-azole-2-carbonyl]amino]benzoyl]piperidine-4-carboxylate ClC1=C(C(=O)N2CCC(CC2)C(=O)OC)C=CC(=C1)NC(=O)C=1N(C(=CC1)C=1C(=NC(=C(C1)F)N(C)C)F)C